5-((4-fluoro-2-meth-ylphenyl)amino)-N-(6-methoxy-2-meth-ylpyridin-3-yl)-2-(trifluoromethyl)isonicotinamide FC1=CC(=C(C=C1)NC1=CN=C(C=C1C(=O)NC=1C(=NC(=CC1)OC)C)C(F)(F)F)C